(R)-2,2,2-trichloroethyl-4-(3-amino-4-(phenylthio)butyl)piperazine ClC(CN1CCN(CC1)CC[C@H](CSC1=CC=CC=C1)N)(Cl)Cl